(E)-N-(4-(1-(4-(1-(2-(2-(2-((2-(2,6-dioxopiperidin-3-yl)-1-oxoisoindolin-4-yl)amino)ethoxy)ethoxy)acetyl)piperidin-4-yl)benzoyl)piperidin-4-yl)butyl)-3-(pyridin-3-yl)acrylamide O=C1NC(CCC1N1C(C2=CC=CC(=C2C1)NCCOCCOCC(=O)N1CCC(CC1)C1=CC=C(C(=O)N2CCC(CC2)CCCCNC(\C=C\C=2C=NC=CC2)=O)C=C1)=O)=O